2-diethylamino(N-methyl-p-toluidino)fluoran C(C)N(C1=C(C=CC(=C1)N(C)F)C)CC